C(C)(C)(C)C1=CC(=NC=C1)N1C2=C(C(=C(C(=C2C=2C=CC=CC12)[2H])[2H])[2H])[2H] 9-(4-(tert-butyl)pyridin-2-yl)-9H-carbazole-5,6,7,8-d4